N-(1-METHYLINDAZOL-7-YL)-6-(4-NITROPYRAZOL-1-YL)PYRIDINE-3-SULFONAMIDE CN1N=CC2=CC=CC(=C12)NS(=O)(=O)C=1C=NC(=CC1)N1N=CC(=C1)[N+](=O)[O-]